N-(1-methylazetidin-3-yl)-5-(pyrido[2,3-b]pyrazin-7-yl)pyrrolo[2,1-f][1,2,4]triazin-2-amine CN1CC(C1)NC1=NN2C(C=N1)=C(C=C2)C2=CC=1C(=NC=CN1)N=C2